3-(1-(4-chloro-3-methylphenyl)pyrrolidin-3-yl)-2-fluorobenzoic acid ClC1=C(C=C(C=C1)N1CC(CC1)C=1C(=C(C(=O)O)C=CC1)F)C